2-(3-Chloropropyl)-4-(difluoromethylene)pyrrolidine-2-carboxylic acid methyl ester COC(=O)C1(NCC(C1)=C(F)F)CCCCl